ClCC(=O)C1=CC=C(C=C1)Cl 2-chloro-4'-chloroacetophenone